(S)-2-((((9H-fluoren-9-yl)methoxy)carbonyl)amino)-3-(5-fluoro-1H-indol-3-yl)propanoic acid C1=CC=CC=2C3=CC=CC=C3C(C12)COC(=O)N[C@H](C(=O)O)CC1=CNC2=CC=C(C=C12)F